COC=1C=C2C(=CN=NC2=CC1OCC1CCN(CC1)S(N)(=O)=O)OC1=CC=C(N)C=C1 4-((6-methoxy-7-((1-sulfamoylpiperidin-4-yl)methoxy)cinnolin-4-yl)oxy)aniline